tert-butyl (S)-3-((4-((4-(2-cyanoethyl)piperazin-1-yl)methyl)-6-((5-methylthiazol-2-yl)amino)pyridin-2-yl)amino)piperidine-1-carboxylate C(#N)CCN1CCN(CC1)CC1=CC(=NC(=C1)NC=1SC(=CN1)C)N[C@@H]1CN(CCC1)C(=O)OC(C)(C)C